N1N=C(C=C1C(=O)N)C(=O)N pyrazole-3,5-dicarboxamide